C1(CC1)C1=C(C(=NO1)C1=C(C=CC=C1Cl)Cl)C1=CC2(C1)CCN(CC2)C2=CC=C1C=C(N(C1=C2)C)C(=O)O 6-(2-(5-cyclopropyl-3-(2,6-dichlorophenyl)isoxazol-4-yl)-7-azaspiro[3.5]non-1-en-7-yl)-1-methyl-1H-indole-2-carboxylic acid